1-(5-(2-fluorophenyl)-1-((5-(1-methyl-1H-pyrazol-4-yl)pyridin-3-yl)sulfonyl)-1H-pyrrol-3-yl)-N-methyl-methylamine trifluoroacetate FC(C(=O)O)(F)F.FC1=C(C=CC=C1)C1=CC(=CN1S(=O)(=O)C=1C=NC=C(C1)C=1C=NN(C1)C)CNC